ClC1([C@H]([C@@H]1C1=CC(=CC(=C1)Cl)Cl)C(=O)NC=1C=C(C(=C(C(=O)NC2(CC2)C#C)C1)F)F)Cl 5-((1R,3R)-2,2-dichloro-3-(3,5-dichlorophenyl)cyclopropane-1-carboxamido)-N-(1-ethynylcyclopropyl)-2,3-difluorobenzamide